3-{4-amino-5-[(1S)-1-methoxyethyl]-1H-pyrazol-1-yl}benzonitrile NC=1C=NN(C1[C@H](C)OC)C=1C=C(C#N)C=CC1